BrC1=C(C=C(C(=O)N2CC=3N(C[C@H]2C)C(N(C3C(=O)N[C@@H](C)C3=CC=CC=C3)C3=CC=C(C=C3)OC3CC3)=O)C=C1)Cl |&1:12| (6RS)-7-(4-bromo-3-chloro-benzoyl)-2-[4-(cyclopropoxy)phenyl]-6-methyl-3-oxo-N-[(1S)-1-phenylethyl]-6,8-dihydro-5H-imidazo[1,5-a]pyrazine-1-carboxamide